C[C@@H]1CC[C@H](N(C1)C(C(=O)NC=1C=C(C=NC1)C(=O)N)=O)C=1C=C2CCC(NC2=CC1)=O 5-[[2-[(2S,5R)-5-Methyl-2-(2-oxo-3,4-dihydro-1H-quinolin-6-yl)-1-piperidyl]-2-oxo-acetyl]amino]pyridine-3-carboxamide